IC1=CC=NC(=C1)C(F)(F)F 4-iodo-6-(trifluoromethyl)pyridine